7-(3-(trifluoromethyl)-1H-pyrazol-4-yl)-8,9,10,11-tetrahydro-3H-pyrazolo[4,3-a]phenanthridin-5-ol FC(C1=NNC=C1C1=NC2=C(C=C3C(=C2C=2CCCCC12)C=NN3)O)(F)F